iodobenzonitrile lithium salt [Li].IC1=C(C#N)C=CC=C1